6-bromo-5,7-dimethoxy-[1,3]thiazolo[4,5-b]pyridine BrC=1C(=C2C(=NC1OC)N=CS2)OC